7-PYRIMIDINE-2-YL-OXY-INDAZOLE N1=C(N=CC=C1)OC=1C=CC=C2C=NNC12